Bis-(4-hydroxy-3,5-difluorophenyl)-methan OC1=C(C=C(C=C1F)CC1=CC(=C(C(=C1)F)O)F)F